2-hydroxy-1-{4-[4-(2-hydroxy-2-methylpropanoyl)benzyl]-phenyl}-2-methylpropan-1-one OC(C(=O)C1=CC=C(C=C1)CC1=CC=C(C=C1)C(C(C)(C)O)=O)(C)C